8-(4-(pyrrolidin-1-yl)phenyl)-6-fluoro-3,4-dihydrobenzo[e][1,2,3]oxathiazine 2,2-dioxide N1(CCCC1)C1=CC=C(C=C1)C1=CC(=CC=2CNS(OC21)(=O)=O)F